CN([C@H]1CN(CC1)CC=1C=C(C=C(C1)C(F)(F)F)NC(=O)C1=CSC=2CN(CCC21)CC=2C(=NC=NC2)C(C)(C)F)C (R)-N-(3-((3-(dimethylamino)pyrrolidin-1-yl)methyl)-5-(trifluoromethyl)phenyl)-6-((4-(2-fluoropropan-2-yl)pyrimidin-5-yl)methyl)-4,5,6,7-tetrahydrothieno[2,3-c]pyridine-3-carboxamide